7-(2-(4-(4-fluorobenzo[b]thiophen-7-yl)piperazin-1-yl)ethyl)-quinolin-2(1H)-one FC1=CC=C(C=2SC=CC21)N2CCN(CC2)CCC2=CC=C1C=CC(NC1=C2)=O